FC1=CC=C(C=C1)[C@@H]([C@H]1[C@@H]2N(C(C=3N1N=CC(C3O)=O)=O)CCC2)C2=CC(=CC=C2)OC(F)(F)F (9aR,10S)-10-((R)-(4-Fluorophenyl)(3-(trifluoromethoxy)phenyl)methyl)-4-hydroxy-8,9,9a,10-tetrahydro-7H-pyrrolo[1',2':4,5]pyrazino[1,2-b]pyridazin-3,5-dion